(S)-4,4-difluoro-3-methylpiperidin FC1([C@H](CNCC1)C)F